(6-fluoro-1H-indol-3-yl)-4-phenylpiperazine-1-carboxamide FC1=CC=C2C(=CNC2=C1)C1N(CCN(C1)C1=CC=CC=C1)C(=O)N